ClC1=C(C=CC=C1)NC(=O)C1=NC=C(C=C1)OCC N-(2-chlorophenyl)-5-ethoxypyridineamide